(R)-tert-butyl ((8-fluoroisochroman-1-yl)methyl)carbamate FC=1C=CC=C2CCO[C@H](C12)CNC(OC(C)(C)C)=O